C(C)(C)(C)OC(=O)N[C@@H](/C=C/COC1=NC=CC(=C1)N(C(OC(C)(C)C)=O)C1=CC(=NN1C(C)(C)C)[C@@H]1C[C@@H](CC1)OC(=O)OC1=CC=C(C=C1)[N+](=O)[O-])C tert-butyl (2-(((R,E)-4-((tert-butoxycarbonyl)amino)pent-2-en-1-yl)oxy)pyridin-4-yl)(1-(tert-butyl)-3-((1S,3R)-3-(((4-nitrophenoxy)carbonyl)oxy)cyclopentyl)-1H-pyrazol-5-yl)carbamate